11-(4-Bromophenyl)-2-(4-fluorophenyl)-2,11-dihydroimidazo[1',5':1,2]pyrido[3,4-b]indol-4-ium chloride [Cl-].BrC1=CC=C(C=C1)N1C2=C(C3=CC=CC=C13)C=C[N+]=1C2=CN(C1)C1=CC=C(C=C1)F